tert-Butyl(2-(2-(2-(4-(4-(tert-butyl)phenyl)pyrrolo[1,2-a]quinoxaline-7-carboxamido)ethoxy)ethoxy)ethyl) carbamate C(N)(OCC(OCCOCCNC(=O)C=1C=C2N=C(C=3N(C2=CC1)C=CC3)C3=CC=C(C=C3)C(C)(C)C)C(C)(C)C)=O